N-[1-[4-(3-aminopyrazol-1-yl)phenyl]-2,2,2-trifluoro-ethyl]-2-methyl-propane-2-sulfinamide NC1=NN(C=C1)C1=CC=C(C=C1)C(C(F)(F)F)NS(=O)C(C)(C)C